ClC1=C(C#N)C=CC(=C1)N1CC2(CC1C)CCN(CC2)C2=CC=C(C=C2)C(=O)N2CCC(CC2)CN2CCC(CC2)C2=C(C=C(C=C2)NC2C(NC(CC2)=O)=O)F 2-Chloro-4-(8-(4-(4-((4-(4-((2,6-dioxopiperidin-3-yl)amino)-2-fluoro-phenyl)piperidin-1-yl)-methyl)piperidine-1-carbonyl)phenyl)-3-methyl-2,8-diazaspiro[4.5]decan-2-yl)benzonitrile